2-(azetidin-3-yl)-N-(2-(3,4-dichlorophenyl)thiazol-4-yl)acetamide N1CC(C1)CC(=O)NC=1N=C(SC1)C1=CC(=C(C=C1)Cl)Cl